3-(4-n-butoxyphenyl)propanoic acid C(CCC)OC1=CC=C(C=C1)CCC(=O)O